C1(CC2C(CC1)O2)CC(C(=O)O)(CCCC(=O)O)CC2CC1C(CC2)O1.C(CCCCC(=O)O)(=O)O adipate (Bis(3,4-epoxycyclohexylmethyl) adipate)